C12CNCC(CC1)N2CC=2C=C(C=CC2)NC2=NC=CC(=N2)NC2=NC(=NC=C2)C2=NC(=CC=C2)C N2-[3-(3,8-diazabicyclo[3.2.1]octan-8-ylmethyl)phenyl]-N4-[2-(6-methyl-2-pyridyl)pyrimidin-4-yl]pyrimidine-2,4-diamine